S(CCC(=O)O)CCC(=O)O.C(CCCCCCCCCCCC)O.C(CCCCCCCCCCCC)O bistridecanol thiodipropionate